nonadecane-4,15-diol CCCC(CCCCCCCCCCC(CCCC)O)O